((trimethylsilyl)oxy)-3-vinyltrisiloxane C[Si](O[SiH2]O[SiH](O[SiH3])C=C)(C)C